C1(CCC1)N(C(OC(C)(C)C)=O)C1CC=2C(=CSC2)CC1 tert-butyl N-cyclobutyl-N-(4,5,6,7-tetrahydro-2-benzothiophen-5-yl)carbamate